5-[2-(dimethylamino)ethyl]-2-(4-methoxyphenyl)-4-oxo-2,3,4,5-tetrahydro-1,5-benzothiazepin-3-yl acetate C(C)(=O)OC1C(SC2=C(N(C1=O)CCN(C)C)C=CC=C2)C2=CC=C(C=C2)OC